C1(CCCCC1)[C@@H](C(N1[C@@H](CCC1)C=1SC=C(N1)C(C1=CC(=CC=C1)OCCCC=O)=O)=O)NC(=O)[C@H](C)N(C(OC(C)(C)C)=O)C tert-butyl N-[(1S)-1-{[(1S)-1-cyclohexyl-2-oxo-2-[(2S)-2-{4-[3-(4-oxobutoxy)benzoyl]-1,3-thiazol-2-yl}pyrrolidin-1-yl]ethyl]carbamoyl}ethyl]-N-methylcarbamate